4-(6-amino-5-nitropyridin-3-yl)-1-fluorenylmethoxycarbonylpiperazine NC1=C(C=C(C=N1)N1CCN(CC1)C(=O)OCC1=CC=CC=2C3=CC=CC=C3CC12)[N+](=O)[O-]